(tetradecyl) pyromellitate C(C=1C(C(=O)[O-])=CC(C(=O)[O-])=C(C(=O)[O-])C1)(=O)OCCCCCCCCCCCCCC